[SiH3]O[SiH2]O[SiH2]O[SiH2]O[SiH3] Pentasiloxan